Cl.N=1C=NN2C1C=C(C=C2)OC2=C(C=C(C=C2)NC=2C1=C(N=CN2)C=CC(=N1)N1C[C@@H](NCC1)C)C (S)-N-(4-([1,2,4]triazolo[1,5-a]pyridin-7-yloxy)-3-methylphenyl)-6-(3-methylpiperazin-1-yl)pyrido[3,2-d]pyrimidin-4-amine hydrochloride